m-methylphenoxymethane CC=1C=C(OC)C=CC1